O=S1(CCC(CC1)CC1C(N(C2=C(O1)C(=CC=C2)C=2SC(=CN2)C)C(C)C=2C=NC(=NC2)C(F)(F)F)=O)=O ((1,1-dioxotetrahydro-2H-thiopyran-4-yl)methyl)-8-(5-methylthiazol-2-yl)-3-oxo-N-(1-(2-(trifluoromethyl)pyrimidin-5-yl)ethyl)-3,4-dihydro-2H-benzo[b][1,4]oxazine